[N+](=O)([O-])Cl chloronitrate